5-(benzyloxy)-4-(4-((tetrahydrofuran-3-yl) oxy) isoindoline-2-carbonyl)-1,3-phenylenedi(4-Toluenesulfonate) C(C1=CC=CC=C1)OC=1C(=C(C=C(C1)CC1=CC=C(C=C1)S(=O)(=O)[O-])CC1=CC=C(C=C1)S(=O)(=O)[O-])C(=O)N1CC2=CC=CC(=C2C1)OC1COCC1